Cl.Cl.ClC1=C(C=CC=C1C1=NN2C(C(N(C(=C2)C)C[C@H]2NCCC2)=O)=C1)C1=C(C(=CC=C1)C1=NN2C(C(N(C(=C2)C)C[C@H]2NCCC2)=O)=C1)Cl 2,2'-(2,2'-dichloro-[1,1'-biphenyl]-3,3'-diyl)bis(6-methyl-5-(((S)-pyrrolidin-2-yl)methyl)pyrazolo[1,5-a]pyrazin-4(5H)-one) dihydrochloride